FC1=CC2=C(N(C3=CC(=CC=C23)OC)CC(C)N2CCCCC2)C(=N1)C 3-fluoro-7-methoxy-1-methyl-9-(2-(piperidin-1-yl)propyl)-9H-pyrido[3,4-b]indole